(S)-N-(3-(2-((1,5-dimethyl-1H-pyrazol-3-yl)amino)-5-methylpyrimidin-4-yl)-1H-indol-7-yl)-2-(3-((6-(phenethylamino)pyrimidin-4-yl)oxy)pyrrolidin-1-yl)acetamide CN1N=C(C=C1C)NC1=NC=C(C(=N1)C1=CNC2=C(C=CC=C12)NC(CN1C[C@H](CC1)OC1=NC=NC(=C1)NCCC1=CC=CC=C1)=O)C